Cl.CN1N=CC(=C1C)C1NCCC1 1,5-dimethyl-4-(pyrrolidin-2-yl)-1H-pyrazole, hydrochloride salt